6-(4-(m-Tolyl)-1H-imidazol-5-yl)benzo[d]thiazole C1(=CC(=CC=C1)C=1N=CNC1C1=CC2=C(N=CS2)C=C1)C